tert-butyl N-[(1S)-1-[3-(3,3-difluoro-1-piperidyl)-1,2,4-oxadiazol-5-yl]ethyl]carbamate FC1(CN(CCC1)C1=NOC(=N1)[C@H](C)NC(OC(C)(C)C)=O)F